C(C1=CC=CC=C1)N(C(O)=O)CC(OCC)OCC.ClP(=O)(Cl)C[Si](C)(C)C dichlorophosphorylmethyl-(trimethyl)silane benzyl-(2,2-diethoxyethyl)carbamate